BrC(C(=O)C1=CC=C(C=C1)Cl)(F)Br 2,2-dibromo-2-fluoro-1-(4-chlorophenyl)ethan-1-one